(2S)-5-amino-2-(tert-butoxycarbonylamino)-5-oxo-pentanoic acid NC(CC[C@@H](C(=O)O)NC(=O)OC(C)(C)C)=O